N-[(15aS,16R)-7-chloro-17,17,20-trifluoro-1-oxo-2,3,15a,16,17,18-hexahydro-1H,15H-4,8-(azeno)-14,10-(metheno)pyrrolo[1,2-j][1,8,10]oxadiazacycloheptadecin-16-yl]methanesulfonamide ClC1=C2OC=3C=CC=C(C[C@@H]4N(C(NCC(C=C1)=N2)=O)CC([C@@H]4NS(=O)(=O)C)(F)F)C3F